C1(CC(C(CC1)C(C)C)OCC(C)O)C 1-menthoxy-2-propanol